(5-(((tert-butyldimethylsilyl)oxy)methyl)-6-chloro-3-fluoropyridin-2-yl)-6-cyclopropyl-7-methoxyimidazo[1,2-b]pyridazine [Si](C)(C)(C(C)(C)C)OCC=1C=C(C(=NC1Cl)C=1N=C2N(N=C(C(=C2)OC)C2CC2)C1)F